BrC=1C=C2C(=NNC2=NC1)C1=CC(=NC=C1)N 4-(5-bromo-1H-7-azaindazol-3-yl)pyridin-2-amine